6-(cyclopropanecarboxamido)-4-((4-(5-fluoropyrimidin-2-yl)-3-methoxypyridin-2-yl)amino)-N-(methyl-d3)Nicotinamide C1(CC1)C(=O)NC1=NC=C(C(=O)NC([2H])([2H])[2H])C(=C1)NC1=NC=CC(=C1OC)C1=NC=C(C=N1)F